FC=1C=C(C=C(C1)F)CNC1CCN(CC1)C N-[(3,5-difluorophenyl)methyl]-1-methylpiperidin-4-amine